ClC=1C=C(C=C(C1)Cl)S(=O)(=O)NC(=O)C1=NOC(C1)(C1=CC=CC=C1)C1=CC=CC=C1 N-((3,5-dichlorophenyl)sulfonyl)-5,5-diphenyl-4,5-dihydroisoxazole-3-carboxamide